O=C1NC(CCC1C1=NN(C2=C(C=CC=C12)OCC(=O)NC1COCC1)C)=O 2-((3-(2,6-dioxopiperidin-3-yl)-1-methyl-1H-indazol-7-yl)oxy)-N-(tetrahydro-furan-3-yl)acetamide